(S or R)-N-[(2R)-2-(3-methyl-2-oxo-1,2-dihydropyridin-1-yl)-3-{[(CIS)-4-phenylcyclohexyl]oxy}propyl]methane-sulfonamide CC=1C(N(C=CC1)[C@H](CNS(=O)(=O)C)CO[C@@H]1CC[C@@H](CC1)C1=CC=CC=C1)=O